CN1C(N(C(C2=C1C=NC=C2)=O)C=2C=CC(=C1CCCOC21)CCC(=O)O)=O 3-(8-(1-methyl-2,4-dioxo-1,4-dihydropyrido[3,4-d]pyrimidin-3(2H)-yl)chroman-5-yl)propanoic acid